N[C@@H]1C[C@H](CCC1)CNC1=NN(C(=C1)C1=CC(=C(C#N)C=C1)F)C1=CC=C(C=C1)N1CCN(CC1)C 4-(3-((((1S,3S)-3-aminocyclohexyl)-methyl)amino)-1-(4-(4-methylpiperazin-1-yl)phenyl)-1H-pyrazol-5-yl)-2-fluorobenzonitrile